2-(4-Bromobenzyl)-4-phenylimidazole BrC1=CC=C(CC=2NC=C(N2)C2=CC=CC=C2)C=C1